2-((4-(6-((4-Chloro-2-fluorobenzyl)oxy)pyridin-2-yl)piperidin-1-yl)methyl)-4-(2-hydroxyethoxy)-1-methyl-1H-benzo[d]imidazole ClC1=CC(=C(COC2=CC=CC(=N2)C2CCN(CC2)CC2=NC3=C(N2C)C=CC=C3OCCO)C=C1)F